COC1=CC=C(C=C1)CN1C(C2=CC=CC(=C2C1)N(C(C)=O)CC1=CC=C2C=CC(=NC2=C1)NC(OC(C)(C)C)=O)=O tert-butyl N-{7-[(N-{2-[(4-methoxyphenyl)methyl]-1-oxo-2,3-dihydro-1H-isoindol-4-yl}acetamido)methyl]quinolin-2-yl}carbamate